N,N'-Bis(3-dimethylaminopropyl)-oxamid CN(CCCNC(=O)C(=O)NCCCN(C)C)C